(S)-2-((8-cyano-2-((S)-4-(difluoromethyl)-2-carbonyloxazolidin-3-yl)-5,6-dihydrobenzo[f]imidazo[1,2-d][1,4]oxazepin-9-yl)amino)propionamide C(#N)C1=C(C=CC=2C=3N(CCOC21)C=C(N3)N3C(OC[C@H]3C(F)F)=C=O)N[C@H](C(=O)N)C